2-(3,4-EPOXYCYCLOHEXYL)-ETHYL-TETRAMETHYLDISILOXANE C1(CC2C(CC1)O2)CC[SiH](O[Si](C)(C)C)C